(S)-1-(5-((2-amino-3-chloropyridin-4-yl)thio)-1-methyl-1H-imidazo[4,5-b]pyrazin-2-yl)-4'H,6'H-spiro[piperidine-4,5'-pyrrolo[1,2-b]pyrazole]-4'-amine (trifluoroacetate) FC(C(=O)O)(F)F.NC1=NC=CC(=C1Cl)SC=1N=C2C(=NC1)N(C(=N2)N2CCC1([C@@H](C=3N(N=CC3)C1)N)CC2)C